FC(C)(C)C=1C=C(C(=O)NC2=CC(=C(C=C2)C)C=2C=NC3=CC(=NC=C3C2)NC)C=CN1 2-(2-fluoropropan-2-yl)-N-(4-methyl-3-(7-(methylamino)-1,6-naphthyridin-3-yl)phenyl)isonicotinamide